(2S)-2-amino-3-hydroxypropane-nitrile hydrochloride Cl.N[C@@H](C#N)CO